1-(3-((4-Bromo-2-fluorophenyl)amino)pyridin-4-yl)phospholane 1-oxide BrC1=CC(=C(C=C1)NC=1C=NC=CC1P1(CCCC1)=O)F